4-{2-[4-(N-2-cyanoethylsulfamoyl)benzoylamino]Benzothiazol-6-ylmethyl}piperazine-1-carboxylic acid tert-butyl ester C(C)(C)(C)OC(=O)N1CCN(CC1)CC1=CC2=C(N=C(S2)NC(C2=CC=C(C=C2)S(NCCC#N)(=O)=O)=O)C=C1